5-chloro-2-{[(1,3-oxazol-2-ylmethyl)amino]methyl}-7,8-dihydro-6H-spiro[[1,3]oxazolo[5,4-f]quinazoline-9,1'-cyclohexane]-7-one ClC=1C=C2C(=C3C1NC(NC31CCCCC1)=O)OC(=N2)CNCC=2OC=CN2